O=C1N(CC2=CC(=CC=C12)OC1C(CCCC1)NCCC1CCOCC1)C1C(NC(CC1)=O)=O 3-(1-oxo-5-((2-((2-(tetrahydro-2H-pyran-4-yl)ethyl)amino)cyclohexyl)oxy)isoindolin-2-yl)piperidine-2,6-dione